C(C)(C)(C)N(C(=O)N1CCC(CC1)N1N=CC(=C1)CNC1=C2C(N(C(C2=CC=C1)=O)C1C(NC(CC1)=O)=O)=O)C N-(tert-butyl)-4-(4-(((2-(2,6-dioxopiperidin-3-yl)-1,3-dioxoisoindolin-4-yl)amino)methyl)-1H-pyrazol-1-yl)-N-methylpiperidine-1-carboxamide